S1C(=NC2=C1C=CC=C2)COC2=CC=CC(=N2)C2CCN(CC2)C(=O)OC(C)(C)C tert-butyl 4-(6-(benzo[d]thiazol-2-ylmethoxy)pyridin-2-yl)piperidine-1-carboxylate